C1(=CC=CC=C1)/C=C/C=O (E)-3-Phenyl-2-propenal